S(=O)(=O)(C1=CC=C(C)C=C1)O tosyl alcohol